C1=CC=C(C(=C1)/C=C\C(=O)O)O Coumarinic acid